FC1=C(C=CC(=C1)F)N1N=C(C2=CC=CC=C2C1=O)C=1C=C(C=CC1)S(=O)(=O)N 3-(3-(2,4-difluorophenyl)-4-oxo-3,4-dihydro-phthalazin-1-yl)benzenesulfonamide